FC(C)(F)C1=NC(=CC(=N1)NC1=C(C=NC(=C1)NC(C)=O)C1=NC(=CC=C1)COC)C N-(4'-((2-(1,1-difluoroethyl)-6-methylpyrimidin-4-yl)amino)-6-(methoxymethyl)-[2,3'-bipyridin]-6'-yl)acetamide